Cl[Cu-2]=C1N(C=CN1C1=C(C=CC=C1C(C)C)C(C)C)C1=C(C=CC=C1C(C)C)C(C)C chloro[1,3-bis(2,6-diisopropylphenyl)imidazol-2-ylidene]copper(I)